ethyl 2-(3-formyl-4-isobutoxyphenyl)-4-methylthiazole-5-carboxylate C(=O)C=1C=C(C=CC1OCC(C)C)C=1SC(=C(N1)C)C(=O)OCC